FC1=C(CNC(=O)C=2C(C(=C3N(N4[C@@H](CC[C@@H](N(C3=O)C4)C)CF)C2)O)=O)C=CC(=C1)F (1S,2S,5S)-N-(2,4-difluorobenzyl)-2-(fluoromethyl)-8-hydroxy-5-methyl-7,9-dioxo-2,3,4,5,7,9-hexahydro-1,6-methanopyrido[1,2-b][1,2,5]triazonine-10-carboxamide